tert-butyl 2,4-dioxo-1-(2-(trifluoromethoxy)ethyl)-3-(6-(trifluoromethyl)pyridin-3-yl)-1,3,8-triazaspiro[4.5]decane-8-carboxylate O=C1N(C2(C(N1C=1C=NC(=CC1)C(F)(F)F)=O)CCN(CC2)C(=O)OC(C)(C)C)CCOC(F)(F)F